3-(4-(6-(4-(1-(4-((5-chloro-4-((2-(dimethylphosphono)phenyl)amino)pyrimidin-2-yl)amino)-3-methoxyphenyl)piperidin-4-yl)piperazin-1-yl)hexyl)-1-oxoisoindolin-2-yl)piperidine-2,6-dione ClC=1C(=NC(=NC1)NC1=C(C=C(C=C1)N1CCC(CC1)N1CCN(CC1)CCCCCCC1=C2CN(C(C2=CC=C1)=O)C1C(NC(CC1)=O)=O)OC)NC1=C(C=CC=C1)P(=O)(OC)OC